(2S,4R)-4-(4-(2-aminopyrimidin-5-yl)-2-methylphenylsulfonyl)-N-(1-cyanocyclopropyl)-1-(1-(trifluoromethyl)cyclopropanecarbonyl)pyrrolidine-2-carboxamide NC1=NC=C(C=N1)C1=CC(=C(C=C1)S(=O)(=O)[C@@H]1C[C@H](N(C1)C(=O)C1(CC1)C(F)(F)F)C(=O)NC1(CC1)C#N)C